2-Fluoro-3-(pyrrolidin-2-yl)benzoic acid methyl ester COC(C1=C(C(=CC=C1)C1NCCC1)F)=O